(E)-3,7,11-trimethyl-dodeca-6,10-dien-1-yl 2-phenylacetate C1(=CC=CC=C1)CC(=O)OCCC(CC\C=C(\CCC=C(C)C)/C)C